9-benzyl-7-(4-{[9-(2,4-difluorobenzyl)-5,6,8,9-tetrahydro-7H-pyrido[4',3':4,5]pyrrolo[2,3-b]pyridin-7-yl]carbonyl}phenyl)-6-methyl-7,9-dihydro-8H-purin-8-one C(C1=CC=CC=C1)N1C2=NC=NC(=C2N(C1=O)C1=CC=C(C=C1)C(=O)N1CC2=C(C=3C(=NC=CC3)N2CC2=C(C=C(C=C2)F)F)CC1)C